4-methyl-1-(2-(5-(tetrahydro-2H-pyran-4-yl)furan-2-carboxamido)-4-(trifluoromethyl)phenyl)-piperidine-4-carboxylic acid CC1(CCN(CC1)C1=C(C=C(C=C1)C(F)(F)F)NC(=O)C=1OC(=CC1)C1CCOCC1)C(=O)O